ClC=1C=CC(=C(C1)O)C1=C2C(=C(N=N1)NC[C@H]1N(CCOC1)C)C=NC=C2 (R)-5-chloro-2-(4-(((4-methylmorpholin-3-yl)methyl)amino)pyrido[3,4-d]pyridazin-1-yl)phenol